2-(4,5-dichloro-3-(methylamino)-6-oxopyridazin-1(6H)-yl)acetic acid ClC=1C(=NN(C(C1Cl)=O)CC(=O)O)NC